CN(C(=O)C(F)(F)F)C(=O)C(F)(F)F N-methylbis(trifluoroacetamide)